[Na].[Ni] nickel sodium salt